3,5-difluorophenyl-1-ethylamine FC=1C=C(C=C(C1)F)NCC